NC1=CC=C(C=C1C=C)C=C 2-amino-3,5-divinylbenzene